N1N=C(C=C1)C=1C(=NC=CC1)N(C(C1=C(C=C(C=C1)N1N=NC=2C1=NC=CC2)F)=O)[C@H]2CNCCC2 (R)-N-(3-(1H-pyrazol-3-yl)pyridin-2-yl)-4-(3H-[1,2,3]triazolo[4,5-b]pyridin-3-yl)-2-fluoro-N-(piperidin-3-yl)benzamide